rac-N-((E)-1-(4-(N-tert-butylsulfamoyl)phenylcarbamoyl)-2-phenylcyclopropyl)-4-fluorobenzamide C(C)(C)(C)NS(=O)(=O)C1=CC=C(C=C1)NC(=O)C1(C(C1)C1=CC=CC=C1)NC(C1=CC=C(C=C1)F)=O